2,5-Dioxopyrrolidin-1-yl 1-(4-(trifluoromethyl)benzyl)-1H-pyrazole-4-carboxylate FC(C1=CC=C(CN2N=CC(=C2)C(=O)ON2C(CCC2=O)=O)C=C1)(F)F